O1C(=CC=C1)C([O-])=S furanthioate